1-((6-cyano-3-methylpyrazin-2-yl)methyl)cyclopropane-1-carboxamide C(#N)C1=CN=C(C(=N1)CC1(CC1)C(=O)N)C